BrC1=C(C=C(C=C1)CN(C(C)=O)C1=C(C=CC=C1)S(=O)(=O)C)[N+](=O)[O-] N-[(4-bromo-3-nitrophenyl)methyl]-N-(2-methanesulfonylphenyl)acetamide